NC1=CC(=C(C=C1)N)N 1,3,4-triaminobenzene